C(CCC)OC(CN1C2=C(C3=CC(=CC(=C13)C)C1=NC=CC=C1)C(=NC=N2)N)=O.ClC2=C(CN(N)C=1C=NC=CC1)C(=CC=C2)Cl 3-(1-(2,6-dichlorobenzyl)hydrazineyl)pyridine butyl-2-(4-amino-8-methyl-6-(pyridin-2-yl)-9H-pyrimido[4,5-b]indol-9-yl)acetate